tetrahydrothieno[3,2-c]pyridine hydrochloride Cl.S1CCC2CN=CC=C21